1-methyl-N-(7-(pyridin-4-yl)pyrrolo[1,2-a]pyrazin-3-yl)piperidine-4-carboxamide CN1CCC(CC1)C(=O)NC=1N=CC=2N(C1)C=C(C2)C2=CC=NC=C2